N-((1r,3r)-3-((2-(2,6-dioxopiperidin-3-yl)-1,3-dioxoisoindolin-4-yl)amino)cyclobutyl)-5-(4-((7-ethyl-6-oxo-5,6-dihydro-1,5-naphthyridin-3-yl)methyl)piperazin-1-yl)picolinamide O=C1NC(CC[C@H]1N1C(C2=CC=CC(=C2C1=O)NC1CC(C1)NC(C1=NC=C(C=C1)N1CCN(CC1)CC=1C=NC=2C=C(C(NC2C1)=O)CC)=O)=O)=O